ClC1=NC(=CC(=C1)N1CC(C1)O)C 1-(2-chloro-6-methyl-4-pyridinyl)azetidin-3-ol